Dinatrium tetraborat B([O-])([O-])O.B(O)(O)O.B(O)(O)O.B(O)(O)O.[Na+].[Na+]